CC1=C(C=C(OCC(C)NC(OC(C)(C)C)=O)C=C1)C(NC1(CC1)C1=CC(=CC2=CC=CC=C12)C)=O tert-Butyl (1-(4-methyl-3-((1-(3-methylnaphthalen-1-yl)cyclopropyl)carbamoyl) phenoxy)propan-2-yl)carbamate